Cl.N[C@H](C(=O)NC(C(=O)N1CCN(CC1)C(=O)NC1=NC(N(C=C1)C1=CC=C(C=C1)CN1CCC(CC1)N)=O)(C)C)C(C)C (S)-4-(2-(2-Amino-3-methylbutanamido)-2-methylpropanoyl)-N-(1-(4-((4-aminopiperidin-1-yl)methyl)phenyl)-2-oxo-1,2-dihydropyrimidin-4-yl)piperazine-1-carboxamide hydrochloride salt